N1(CCC1)C1=CC(=NC=N1)O[C@@H]1C[C@@H](N(C1)CC1=C(N=C(S1)NC(C)=O)F)C N-(5-(((2s,4r)-4-((6-(azetidin-1-yl)pyrimidin-4-yl)oxy)-2-methylpyrrolidin-1-yl)methyl)-4-fluorothiazol-2-yl)acetamide